(R,S)-6-(3-(5-(3-Hydroxy-1-methyl-2-oxopyrrolidin-3-yl)-1H-pyrazol-3-yl)phenyl)picolinamide O[C@@]1(C(N(CC1)C)=O)C1=CC(=NN1)C=1C=C(C=CC1)C1=CC=CC(=N1)C(=O)N